methyl 5-bromo-3-(cyclopentyl (ethyl) amino)-2-methylbenzoate BrC=1C=C(C(=C(C(=O)OC)C1)C)N(CC)C1CCCC1